BrC=1N=C(C=2N(C1)C(=CN2)C)Cl 6-Bromo-8-chloro-3-methylimidazo[1,2-a]pyrazine